2-[[5-[[(3R,4R)-4-[4-Chloro-2-(5-fluoro-2-pyridyl)-1H-imidazol-5-yl]-3-methyl-1-piperidyl]sulfonyl]pyrimidin-2-yl]amino]propane-1,3-diol ClC=1N=C(NC1[C@H]1[C@H](CN(CC1)S(=O)(=O)C=1C=NC(=NC1)NC(CO)CO)C)C1=NC=C(C=C1)F